ClC1=CC2=C(CCO2)C=C1NC1=NC=C2N(C(N(C2=N1)[C@@H]1CC[C@H](CC1)C#N)=O)C Trans-4-(2-((6-chloro-2,3-dihydrobenzofuran-5-yl)amino)-7-methyl-8-oxo-7,8-dihydro-9H-purin-9-yl)cyclohexane-1-carbonitrile